N1(C=CC2=CC=CC=C12)CCCNS(=O)(=O)C1=CC=C(C=C1)OCCCC N-(3-(1H-indol-1-yl)propyl)-4-butoxybenzenesulfonamide